benzyl (6-((4-(4-cyano-6-methylpyrimidin-2-yl)piperazin-1-yl)sulfonyl)pyridazin-3-yl)carbamate benzyl-(6-(chlorosulfonyl)pyridazin-3-yl)carbamate C(C1=CC=CC=C1)N(C(O)=O)C=1N=NC(=CC1)S(=O)(=O)Cl.C(#N)C1=NC(=NC(=C1)C)N1CCN(CC1)S(=O)(=O)C1=CC=C(N=N1)NC(OCC1=CC=CC=C1)=O